C(C)OC(=O)[C@H]1N([C@H](CC1)CC(=O)OCC)C(CC(=O)OCC)=O (2s,5r)-5-(2-ethoxy-2-oxoethyl)-1-(3-ethoxy-3-oxopropionyl)pyrrolidine-2-carboxylic acid ethyl ester